[6-(4-carbamoyl-4-methyl-1-piperidinyl)-8-(2-chlorophenyl)-9-(4-chlorophenyl)purin-2-yl]imidazole-4-carboxylic acid ethyl ester C(C)OC(=O)C=1N=C(NC1)C1=NC(=C2N=C(N(C2=N1)C1=CC=C(C=C1)Cl)C1=C(C=CC=C1)Cl)N1CCC(CC1)(C)C(N)=O